3-[3-(1-hydroxyethyl)-6-[5-[(6-methylpyridazin-3-yl)amino]benzimidazol-1-yl]-2-pyridyl]-6,7-dihydro-5H-pyrazolo[1,5-a]pyrazin-4-one OC(C)C=1C(=NC(=CC1)N1C=NC2=C1C=CC(=C2)NC=2N=NC(=CC2)C)C=2C=NN1C2C(NCC1)=O